CC(=CCC=1C(=C(C(=O)N(CC=2C=NC=CC2)C)C(=CC1O)CCCCC)O)CCC=C(C)C 3-(3,7-dimethylocta-2,6-dien-1-yl)-2,4-dihydroxy-N-methyl-6-pentyl-N-(pyridin-3-ylmethyl)benzamide